1-((6-cyclopropylimidazo[1,2-a]pyridin-2-yl)methyl)-N-(2-fluoro-3-methoxy-6-(pyridazin-4-yl)benzyl)-1H-1,2,3-triazole-4-carboxamide C1(CC1)C=1C=CC=2N(C1)C=C(N2)CN2N=NC(=C2)C(=O)NCC2=C(C(=CC=C2C2=CN=NC=C2)OC)F